BrC=1C=NC(=C(C(=O)N(CC2=C(C=C(C=C2)OC)OC)C(C2=C(C=CC(=C2)F)Cl)=O)C1)Cl 5-bromo-2-chloro-N-(2-chloro-5-fluorobenzoyl)-N-(2,4-dimethoxybenzyl)nicotinamide